C1(CC1)C1=CC(=C(C=C1)NC1=CC(=NC=C1C(=O)NOCC)NC=1C=NC=C(C1)F)N(S(=O)(=O)C)C 4-((4-cyclopropyl-2-(N-methylmethanesulfonamido)phenyl)amino)-N-ethoxy-6-((5-fluoropyridin-3-yl)amino)nicotinamide